C(C)(C)(C)[Si](O[C@H]1CCC2=C(C=CC(=C12)F)C1=C(C=C(C=C1C)C=1N=NN(N1)C)C)(C)C 5-{4-[(S)-1-(tert-butyl-dimethyl-silanyloxy)-7-fluoro-indan-4-yl]-3,5-dimethyl-phenyl}-2-methyl-2H-tetrazole